CS(=O)(=O)OCC1CN(CCC1)C(=O)OCC1=CC=CC=C1 benzyl 3-[(methanesulfonyloxy)methyl]piperidine-1-carboxylate